O1CCN(CC1)C1=CC=C(NC=2C(=NC=CN2)C(=O)N)C=C1 3-(4-morpholinoanilino)pyrazine-2-carboxamide